Cl.ClC=1C=C2C=C(NC2=CC1OCC1=CN=CS1)CN (5-chloro-6-(thiazol-5-ylmethoxy)-1H-indol-2-yl)methanamine hydrogen chloride